N(=[N+]=[N-])CCOCCOCCOC(C)O (2-(2-(2-azidoethoxy)ethoxy)ethoxy)ethan-1-ol